[Ru].CC(=C)C(=CCCCC)C (2,3-dimethyl-1,3-octadiene) ruthenium